((R)-3-Hydroxypyrrolidin-1-yl)(4-((R)-3-methylmorpholinyl)-2-(1H-pyrrolo[2,3-b]pyridin-4-yl)thieno[3,2-d]pyrimidin-7-yl)methylketone O[C@H]1CN(CC1)C(C1=CSC2=C1N=C(N=C2N2[C@@H](COCC2)C)C2=C1C(=NC=C2)NC=C1)C(=O)C(N1C[C@@H](CC1)O)C1=CSC2=C1N=C(N=C2N2[C@@H](COCC2)C)C2=C1C(=NC=C2)NC=C1